3-(benzylthio)-2,5-dichlorobenzyl acetate C(C)(=O)OCC1=C(C(=CC(=C1)Cl)SCC1=CC=CC=C1)Cl